2-((3,5-dicyano-4-ethyl-6-(4-propyl-1,4-diazepan-1-yl)pyridin-2-yl)thio)-2-phenylacetamide C(#N)C=1C(=NC(=C(C1CC)C#N)N1CCN(CCC1)CCC)SC(C(=O)N)C1=CC=CC=C1